1-(2-bromophenyl)-N-(4-(3-(pyridin-4-ylmethyl)ureido)phenyl)methanesulfonamide BrC1=C(C=CC=C1)CS(=O)(=O)NC1=CC=C(C=C1)NC(=O)NCC1=CC=NC=C1